C1(CC1)[C@@H](C)C=1C(=C2CCC2=CC1)NC(=O)NS(=O)(=N)C1=CN=C(S1)C(CO)(C)O N-((3-((R)-1-cyclopropylethyl)bicyclo[4.2.0]octa-1,3,5-trien-2-yl)carbamoyl)-2-(1,2-dihydroxypropan-2-yl)thiazole-5-sulfonimidamide